5-amino-8-[2-(hydroxymethyl)-6-methoxy-4-pyridinyl]-7-phenyl-2-[[(2R)-tetrahydrofuran-2-yl]methyl]-[1,2,4]triazolo[4,3-c]pyrimidin-3-one NC1=NC(=C(C=2N1C(N(N2)C[C@@H]2OCCC2)=O)C2=CC(=NC(=C2)OC)CO)C2=CC=CC=C2